(1s,3s)-3-((4-(2-chlorophenyl)thiazol-2-yl)carbamoyl)cyclobutane-1-carboxylic acid methyl ester COC(=O)C1CC(C1)C(NC=1SC=C(N1)C1=C(C=CC=C1)Cl)=O